C(C)OC(C(C)(C)OC1=CC(=C(C(=O)O)C=C1)OC)=O 4-((1-ethoxy-2-methyl-1-oxopropan-2-yl)oxy)-2-methoxybenzoic acid